FC(C=1C=NN(C1)C=1C=C(C=CC1)C=O)(F)F (3-(4-(trifluoromethyl)-1H-pyrazol-1-yl)phenyl)methanone